C(#N)C=1N=CC(=NC1)N1CC2CN(C(C1)C2)C(=O)[O-] 3-(5-cyanopyrazin-2-yl)-3,6-diazabicyclo[3.2.1]octane-6-carboxylate